7-phenyl-1,4-oxazepane C1(=CC=CC=C1)C1CCNCCO1